5-(4-((6-(1-methoxycyclopropyl)-1,4-dioxan-2-yl)methoxy)phenyl)-2-oxo-6-(trifluoromethyl)-1,2-dihydropyridine-3-carboxamide COC1(CC1)C1COCC(O1)COC1=CC=C(C=C1)C=1C=C(C(NC1C(F)(F)F)=O)C(=O)N